FC(C1=C(C(=C(C=C1)C=1OCC(N1)(C)C)OC)SC)F 2-[4-(difluoromethyl)-2-methoxy(methylsulfanyl)phenyl]-4,4-dimethyl-4,5-dihydro-1,3-oxazole